n-butyl-ammonium isostearate C(CCCCCCCCCCCCCCC(C)C)(=O)[O-].C(CCC)[NH3+]